[N+](=O)([O-])C1=C(C=CC=2NC=NC21)C(=O)N 4-nitro-1H-benzo[d]imidazole-5-carboxamide